COC1=C(C=CC=C1)P(C1=C(C=CC=C1)OC)CC1(COC2(OC1)CCCCC2)CP(C2=C(C=CC=C2)OC)C2=C(C=CC=C2)OC 3,3-bis[bis-(2-methoxyphenyl)phosphinomethyl]-1,5-dioxaspiro[5.5]undecane